((5-Chloro-1-((2-nitrophenyl)sulfonyl)-1H-indol-3-yl)(hydroxy)methyl)-3-methylenedihydrofuran-2(3H)-one ClC=1C=C2C(=CN(C2=CC1)S(=O)(=O)C1=C(C=CC=C1)[N+](=O)[O-])C(O)C1C(C(OC1)=O)=C